(3R)-3-AMINOPYRROLIDINE-3-CARBOXYLIC ACID N[C@]1(CNCC1)C(=O)O